C(C)OC(\C=C\C1CCN(CC1)C1=C(C=C(C=C1F)Br)F)=O (E)-3-[1-(4-bromo-2,6-difluoro-phenyl)-4-piperidinyl]2-propenoic acid ethyl ester